3-bis(2-hydroxyethyl)amino-2-hydroxypropane-1-sulfonic acid OCCN(CC(CS(=O)(=O)O)O)CCO